5'-methoxy-4,6'-dimethyl-N-(4-methylthiazol-2-yl)-[3,4'-bipyridine] COC=1C(=CC=NC1C)C=1CN(C=CC1C)C=1SC=C(N1)C